ClC1=C(C=C(N=N1)C=1C=NC=NC1)[C@@H]1[C@H](C1)CC(F)F 5-(6-Chloro-5-((1S,2R)-2-(2,2-difluoroethyl)cyclopropyl)pyridazin-3-yl)pyrimidine